2-(6-((E)-((1S,2S,5R)-2-fluoro-8-azabicyclo[3.2.1]octan-3-ylidene)methyl)-1,2,4-triazin-3-yl)-5-(5-methyl-2H-tetrazol-2-yl)phenol F[C@@H]\1[C@@H]2CC[C@H](C/C1=C\C1=CN=C(N=N1)C1=C(C=C(C=C1)N1N=C(N=N1)C)O)N2